diethylaminofluoran C(C)N(CC)F